C(C(C)C)(=O)OC[C@]1(O[C@H](C[C@@H]1O)N1C=CC2=C1N=C(N=C2N)Cl)C#C ((2R,3S,5R)-5-(4-amino-2-chloro-7H-pyrrolo[2,3-d]pyrimidin-7-yl)-2-ethynyl-3-hydroxytetrahydrofuran-2-yl)methyl isobutyrate